N[C@H](C)[C@@H]1[C@H](NC1=O)[C@H](C(C(C(=O)OCC1=CC=C(C=C1)[N+](=O)[O-])=[N+]=[N-])=O)C (R)-4-nitrobenzyl 4-((2R,3R)-3-((R)-1-aminoethyl)-4-oxoazetidin-2-yl)-2-diazo-3-oxopentanoate